1-{6-chloro-2-[(5-chloro-1-cyclopropyl-1H-pyrazol-4-yl)amino]quinazolin-7-yl}-3-methylpyrrolidin-3-ol ClC=1C=C2C=NC(=NC2=CC1N1CC(CC1)(O)C)NC=1C=NN(C1Cl)C1CC1